4-[(4-Dimethylaminophenyl)-phenyl-methyl]-N,N-dimethyl-aniline CN(C1=CC=C(C=C1)C(C1=CC=C(N(C)C)C=C1)C1=CC=CC=C1)C